ICCOCCI 1-iodo-2-(2-iodo-ethoxy)ethane